1,3-Bis(piperidin-4-yl)propane N1CCC(CC1)CCCC1CCNCC1